antimony water O.[Sb]